2-(4-(2-(4-methylpiperazin-1-yl)ethoxy)phenyl)ethylamine CN1CCN(CC1)CCOC1=CC=C(C=C1)CCN